6-chlorohexane-1-sulfonyl chloride ClCCCCCCS(=O)(=O)Cl